(R)-8-(pyridin-3-ylsulfonyl)-3-(2-(4-(p-tolyl)piperazin-1-yl)ethyl)-2-oxa-8-azaspiro[4.5]decan-1-one N1=CC(=CC=C1)S(=O)(=O)N1CCC2(C[C@@H](OC2=O)CCN2CCN(CC2)C2=CC=C(C=C2)C)CC1